O1C(=NC2=C1C=CC=C2)C(C)N(C(C#C)=O)C2=CC(=C(C=C2)OC)Cl N-(1-(benzo[d]oxazol-2-yl)ethyl)-N-(3-chloro-4-methoxyphenyl)propiolamide